ClC1=CNC=2N=C(N=C(C21)N[C@H]2CN(CCC2)C(C=C)=O)NC2=CC(=C(C=C2)N2CCOCC2)F (R)-1-(3-((5-chloro-2-((3-fluoro-4-morpholinophenyl)amino)-7H-pyrrolo[2,3-d]pyrimidin-4-yl)amino)piperidin-1-yl)prop-2-en-1-one